Ethylhexanoat C(C)OC(CCCCC)=O